1,5-difluoro-3-isothiocyanato-2-methylbenzene FC1=C(C(=CC(=C1)F)N=C=S)C